CC(C)(C)C1=CC(=NO1)N1C(O[C@]2(C1)C[C@@](CCC2)(C)CN2C=NC1=C2C=C(C=C1)C#N)=O 1-({(5S,7S)-3-[5-(1,1-dimethylethyl)-3-isoxazolyl]-7-methyl-2-oxo-1-oxa-3-azaspiro[4.5]dec-7-yl}methyl)-1H-benzimidazole-6-carbonitrile